tert-butyl 3-formyl-5,7-dihydro-6H-pyrrolo[3,4-b]pyridine-6-carboxylate C(=O)C=1C=C2C(=NC1)CN(C2)C(=O)OC(C)(C)C